C(C)C1=NC(=CC(N1CC1=NOC(=C1)C1=C(C=C(C(=C1)OC)F)C(F)(F)F)=O)C1=CC=CC=C1 2-Ethyl-3-((5-(4-fluoro-5-methoxy-2-(trifluoromethyl)phenyl)isoxazol-3-yl)methyl)-6-phenylpyrimidin-4(3H)-one